R-tert-Butyl N-(4-aminobenzoyl)-N-(2-(phosphonooxy)ethyl)glycinate NC1=CC=C(C(=O)N(CC(=O)OC(C)(C)C)CCOP(=O)(O)O)C=C1